CN(C(=O)[C@H]1NC(N(C1)C(=O)OC(C)(C)C)=O)C1=CC=C2C=NN(C2=C1)C (S)-tert-butyl 4-(methyl(1-methyl-1H-indazol-6-yl)carbamoyl)-2-oxoimidazolidine-1-carboxylate